C=C1C(=O)OCC1 2-methyl-yl-butyrolactone